methyl 5-[[5-chloro-4-(cyclopentylamino)pyrimidin-2-yl] amino]-3-ethyl-2-hydroxy-benzoate ClC=1C(=NC(=NC1)NC=1C=C(C(=C(C(=O)OC)C1)O)CC)NC1CCCC1